O1C=C(C=C1)CNC(=O)[C@H]1N2C3=C(C=CC=C3C1)CC[C@@H](C2=O)NC([C@H]([C@H](CC)C)NC(COCCF)=O)=O (2S,5S)-5-{(2S,3S)-2-[2-(2-Fluoro-ethoxy)-acetylamino]-3-methyl-pentanoylamino}-4-oxo-1,2,4,5,6,7-hexahydro-azepino[3,2,1-hi]indole-2-carboxylic acid (furan-3-ylmethyl)-amide